C(=O)OCCC1C=CC=C1 2-(Cyclopentadienyl)Ethyl Formate